1-(4-(6-chloro-8-methoxy-7-(5-methyl-1H-indazol-4-yl)quinazolin-4-yl)piperazin-1-yl)prop-2-en-1-one ClC=1C=C2C(=NC=NC2=C(C1C1=C2C=NNC2=CC=C1C)OC)N1CCN(CC1)C(C=C)=O